6-(4-Chlorophenyl)-2-[1-(difluoromethyl)-1H-pyrazol-4-yl]-3-oxo-N-[(2S)-3,3,3-trifluoro-2-hydroxypropyl]-2,3-dihydropyridazine-4-carboxamide ClC1=CC=C(C=C1)C=1C=C(C(N(N1)C=1C=NN(C1)C(F)F)=O)C(=O)NC[C@@H](C(F)(F)F)O